methyl 2-(4-{6-[(3S,4S)-4-amino-3-methyl-2-oxa-8-azaspiro[4.5]decan-8-yl]-1H-pyrazolo[3,4-b]pyrazin-3-yl}-7-cyano-1,2,3,4-tetrahydroquinoxalin-1-yl)acetate N[C@@H]1[C@@H](OCC12CCN(CC2)C2=CN=C1C(=N2)NN=C1N1CCN(C2=CC(=CC=C12)C#N)CC(=O)OC)C